[Li].[Mg] Magnesium-lithium salt